N-(1-{5-[(7,7-dimethyl-5-oxolan-ylidene-7,8-dihydro-5H-pyrano[4,3-b]pyridin-2-yl)amino]-1-(tridecylmethyl)pyrazolo[3,4-c]pyridin-3-yl}-1-phenylethyl)-N-methylmethanamide CC1(CC2=NC(=CC=C2C(O1)=C1OCCC1)NC=1C=C2C(=CN1)N(N=C2C(C)(C2=CC=CC=C2)N(C=O)C)CCCCCCCCCCCCCC)C